1-(3,5-dichlorophenyl)-3-methyl-1H-benzo[g]indazol-5-ol ClC=1C=C(C=C(C1)Cl)N1N=C(C2=CC(=C3C(=C12)C=CC=C3)O)C